C(C1=CC=CC=C1)OC=1C(=CC(=NC1)OC1=C(C=C(C=C1Cl)Br)Cl)S(=O)O 5-benzyloxy-2-(4-bromo-2,6-dichloro-phenoxy)-pyridine-4-sulfinic acid